(R)-5-(bicyclo[1.1.1]pentan-1-yl)-3-cyclopentyl-8-hydroxy-2-methyl-7-(methylthio)-2,3,4,5-tetrahydrobenzo[f][1,2,5]thiadiazepine 1,1-dioxide C12(CC(C1)C2)N2C[C@H](N(S(C1=C2C=C(C(=C1)O)SC)(=O)=O)C)C1CCCC1